N-tert-butyl-2-[6-chloro-2-(5-{2-[(2H3)methyloxy]phenyl}-2-oxo-1,2-dihydro-1,6-naphthyridin-3-yl)-1H-imidazo[4,5-c]pyridin-4-yl]acetamide C(C)(C)(C)NC(CC1=NC(=CC2=C1N=C(N2)C=2C(NC1=CC=NC(=C1C2)C2=C(C=CC=C2)OC([2H])([2H])[2H])=O)Cl)=O